C(C)(C)(C)OC(NC1C2CC2C=2C=CC=CC2N(C1=O)C)=O.C[Si](CCCCCCCC[Si](C1=CC=CC=C1)(N1CCN(CC1)C)N1CCN(CC1)C)(OCC)OCC 1-methyldiethoxysilyl-8-bis(4-methylpiperazin-1-yl)phenylsilyl-octane tert-butyl-N-[7-methyl-6-oxo-7-azatricyclo[6.4.0.0[2,4]]dodeca-1(8),9,11-trien-5-yl]carbamate